BrC=1C(=CC=C2CCN(C(C12)C)C(=O)OC(C)(C)C)C(=O)OC t-butyl 7-methyl 8-bromo-1-methyl-3,4-dihydroisoquinoline-2,7(1H)-dicarboxylate